O.CC1=NC2=CC=CC(=C2C=C1)B(O)O (2-METHYL-5-QUINOLINYL)BORONIC ACID HYDRATE